C(=O)(O)C1=C(C=CC=C1)O 2-Carboxyphenol